CC(=NCCC[C@@H](C(=O)O)N)N.Cl.Cl N5-(1-iminoethyl)-L-ornithine dihydrochloride